ClC=1C=C(C(=C2C(N(CC12)C1C(NC(CC1)=O)=O)=O)F)CNC(OCC1=NN2C(C(OCC2)(C)C)=C1)=O (4,4-dimethyl-6,7-dihydro-4H-pyrazolo[5,1-c][1,4]oxazin-2-yl)methyl ((7-chloro-2-(2,6-dioxopiperidin-3-yl)-4-fluoro-3-oxoisoindolin-5-yl)methyl)carbamate